6-bromo-[1,2,4]triazolo[4,3-a]pyridine-3-carboxylic acid BrC=1C=CC=2N(C1)C(=NN2)C(=O)O